1-[5-chloro-6-[5-[6-[4-[2-(2,6-dioxo-3-piperidyl)-1-oxo-isoindolin-5-yl]piperazin-1-yl]-6-oxo-hexyl]-1,2,4-oxadiazol-3-yl]-3-pyridyl]-3-(7-cyclopentylpyrazolo[1,5-a]pyrimidin-6-yl)urea ClC=1C=C(C=NC1C1=NOC(=N1)CCCCCC(=O)N1CCN(CC1)C=1C=C2CN(C(C2=CC1)=O)C1C(NC(CC1)=O)=O)NC(=O)NC=1C=NC=2N(C1C1CCCC1)N=CC2